2-(4-bromo-2,5-dimethoxyphenyl)-N-[(2-fluorophenyl)methyl]ethanamine BrC1=CC(=C(C=C1OC)CCNCC1=C(C=CC=C1)F)OC